N-(3-TRIMETHOXYSILYLPROPYL)PYRROL CO[Si](CCCN1C=CC=C1)(OC)OC